methoxy-1-(5-methylpyrimidin-2-yl)propane COC(CC)C1=NC=C(C=N1)C